N-(2,4-dimethyl-6-oxo-1-phenyl-1,6-dihydropyridine-3-carbonyl)-O-(4-(5,6,7,8-tetrahydro-1,8-naphthyridin-2-yl)butyl)-L-homoserine CC=1N(C(C=C(C1C(=O)N[C@@H](CCOCCCCC1=NC=2NCCCC2C=C1)C(=O)O)C)=O)C1=CC=CC=C1